BrC=1C=C2C(N(C(C2=C(C1)F)(OC([2H])([2H])C1(CC1)C([2H])([2H])O)C1=CC=C(C=C1)Cl)CC1=CC=C(C#N)C=C1)=O 4-{[5-bromo-1-(4-chlorophenyl)-7-fluoro-1-({1-[hydroxy(2H2)methyl]cyclopropyl}(2H2)methoxy)-3-oxo-2,3-dihydro-1H-isoindol-2-yl]methyl}benzonitrile